9-(6-(diethylamino)pyridin-3-yl)-6,7-dimethoxynaphtho[2,3-c]furan-1(3H)-one C(C)N(C1=CC=C(C=N1)C1=C2C=C(C(=CC2=CC2=C1C(OC2)=O)OC)OC)CC